C(C=C)(=O)NC=1C=C2CC(CC2=CC1)NC(OC(C)(C)C)=O tert-butyl N-[5-(prop-2-enoylamino)indan-2-yl]carbamate